4-amino-3-chloro-6-(2,3-difluoro-4-iodophenyl)-5-fluoro-pyridine-2-carboxylic acid NC1=C(C(=NC(=C1F)C1=C(C(=C(C=C1)I)F)F)C(=O)O)Cl